BrC1=CC(=NC=C1)[C@@H](C)N([S@](=O)C(C)(C)C)CC (R)-N-((R)-1-(4-bromopyridin-2-yl)ethyl)-N-ethyl-2-methylpropan-2-sulfinamide